ClC1=CC=C(CC2=CN(C3=CC=C(C=C23)NS(=O)(=O)C)C)C=C1 N-(3-(4-chlorobenzyl)-1-methyl-1H-indol-5-yl)methanesulfonamide